(4-amino-7-fluoro-1,3-dihydrofuro[3,4-c]quinolin-8-yl)((3S)-3-(2-(trifluoromethyl)-4-pyridinyl)-4-morpholinyl)methanone NC1=NC=2C=C(C(=CC2C2=C1COC2)C(=O)N2[C@H](COCC2)C2=CC(=NC=C2)C(F)(F)F)F